CC1(CCC2=NN=C(N21)C2=CC=CC(=N2)N2CC=1C(=NC(=CC1C2=O)N(C)C(C)C)CNC)C 2-(6-(5,5-dimethyl-6,7-dihydro-5H-pyrrolo[2,1-c][1,2,4]triazol-3-yl)pyridin-2-yl)-6-(isopropyl(methyl)amino)-4-((methylamino)methyl)-2,3-dihydro-1H-pyrrolo[3,4-c]pyridin-1-one